tetrakis-(2,4-di-t-butylphenyl)-4,4'-biphenyl-di-phosphonite C(C)(C)(C)C1=C(C=CC(=C1)C(C)(C)C)OP(OC1=C(C=C(C=C1)C(C)(C)C)C(C)(C)C)C1=CC=C(C=C1)C1=CC=C(C=C1)P(OC1=C(C=C(C=C1)C(C)(C)C)C(C)(C)C)OC1=C(C=C(C=C1)C(C)(C)C)C(C)(C)C